1-(2-bromo-4-fluorophenyl)-4-(((2-methylbiphenyl-3-yl)methoxy)methyl)-1H-1,2,3-triazole BrC1=C(C=CC(=C1)F)N1N=NC(=C1)COCC=1C(=C(C=CC1)C1=CC=CC=C1)C